(4-(3-((4-(4-(cyclopropylamino)-4-oxobutyl)-1-phenyl-1H-imidazol-2-yl) carbamoyl) phenyl)-1H-pyrazol-1-yl) methylethylcarboxylate CC(C)C(=O)ON1N=CC(=C1)C1=CC(=CC=C1)C(NC=1N(C=C(N1)CCCC(=O)NC1CC1)C1=CC=CC=C1)=O